ClC1=CC=C(C=C1Br)C(C)(C)C 2-chloro-3-bromo-5-t-butylbenzene